m-(2-ethoxyethoxy)styrene C(C)OCCOC=1C=C(C=C)C=CC1